C1=CC=2C=CC=C3C=C4C5=C(C=CC1=C5C32)C3=CC=CC=C34 indeno[1,2,3-cd]pyrene